OC1=C(C(=O)N2CC3(C4=CC(=CC=C24)NS(=O)(=O)C)CCCCC3)C=C(C=C1)S(=O)(=O)N1CCCCC1 N-(1'-(2-hydroxy-5-(piperidin-1-ylsulfonyl)benzoyl)spiro[cyclohexane-1,3'-indolin]-5'-yl)methanesulfonamide